9-(5-chlorothien-2-yl)-9H-carbazole ClC1=CC=C(S1)N1C2=CC=CC=C2C=2C=CC=CC12